CC(CC(=O)NC=1C=CC=C2C=CC(=NC12)C)(C)C 3,3-dimethyl-N-(2-methylquinolin-8-yl)butanamide